FC(C)(F)C1=NC(=CC(=N1)NC1=CC(=NC=C1C1=NC(=CN=C1)CN(C)C)NC(C)=O)C N-(4-((2-(1,1-difluoroethyl)-6-methylpyrimidin-4-yl)amino)-5-(6-((dimethylamino)methyl)pyrazin-2-yl)pyridin-2-yl)acetamide